ClC1=NC=C2C(=CC(=NC2=C1F)N1CC2CCC(C1)N2C(=O)OC(C)(C)C)OCC21CCCN1CCC2 tert-butyl 3-(7-chloro-8-fluoro-4-((hexahydro-1H-pyrrolizin-7a-yl) methoxy)-1,6-naphthyridin-2-yl)-3,8-diazabicyclo[3.2.1]octane-8-carboxylate